FC=1C(=C(C=CC1)NC(C(C)(C)C)=O)C N-(3-fluoro-2-methylphenyl)pivalamide